tert-butyl N-tert-butoxycarbonyl-N-[4-chloro-6-[2-(cyclopentylmethyl)-6-methyl-phenyl]-5-methyl-pyrimidin-2-yl]carbamate C(C)(C)(C)OC(=O)N(C(OC(C)(C)C)=O)C1=NC(=C(C(=N1)Cl)C)C1=C(C=CC=C1C)CC1CCCC1